[Si](C1=CC=CC=C1)(C1=CC=CC=C1)(C(C)(C)C)OC[C@@H](C[C@@]([C@@H]([C@@H](C)C1=C(C(OC(O1)(C)C)=O)C)O)(C)OC)C 6-((2R,3R,4R,6R)-7-((tert-butyldiphenylsilyl)oxy)-3-hydroxy-4-methoxy-4,6-dimethylheptan-2-yl)-2,2,5-trimethyl-4H-1,3-dioxin-4-one